5-{4-methyl-6-[5-(trifluoromethyl)-2,3-dihydro-1-benzofuran-2-yl]-2-pyridyl}-1H-tetraazole CC1=CC(=NC(=C1)C1OC2=C(C1)C=C(C=C2)C(F)(F)F)C2=NN=NN2